[Na+].C12(CC(C1)C2)C2=C(C(=C(C(=N2)C2CC2)/C=C/[C@H](C[C@H](CC(=O)[O-])O)O)C2=C(C=C(C=C2)F)Cl)COC (3R,5S,E)-7-(6-(bicyclo[1.1.1]pentan-1-yl)-4-(2-chloro-4-fluorophenyl)-2-cyclopropyl-5-(methoxymethyl)pyridin-3-yl)-3,5-dihydroxyhept-6-enoic acid sodium salt